N4-(2-(isopropylsulfonyl)phenyl)pyrimidine-2,4-diamine C(C)(C)S(=O)(=O)C1=C(C=CC=C1)NC1=NC(=NC=C1)N